2-amino-5-(2-(1-(tetrahydro-2H-pyran-4-yl)pyrrolidin-3-yl)-2H-indazol-5-yl)nicotinic acid NC1=C(C(=O)O)C=C(C=N1)C1=CC2=CN(N=C2C=C1)C1CN(CC1)C1CCOCC1